(3S,4S)-3-methyl-8-(9-((pentafluorophenyl)ethynyl)-7H-imidazo[1,2-c]pyrazolo[4,3-e]pyrimidin-5-yl)-2-oxa-8-azaspiro[4.5]decan-4-amine C[C@@H]1OCC2([C@@H]1N)CCN(CC2)C2=NC1=C(C=3N2C=CN3)C(=NN1)C#CC1=C(C(=C(C(=C1F)F)F)F)F